C(C)(C)(C)OC(=O)N1C[C@@H](CCC1)N(C(C1=C(C=C(C=C1)B1OC(C(O1)(C)C)(C)C)Cl)=O)C1=NC=CC2=CC(=CC(=C12)C)Cl.[N+](=[N-])=C1CC=C(C=C1)N1C(C=CC1=O)=O N-(4-diazophenyl)maleimide tert-butyl-(3R)-3-[(6-chloro-8-methyl-1-isoquinolyl)-[2-chloro-4-(4,4,5,5-tetramethyl-1,3,2-dioxaborolan-2-yl)benzoyl]amino]piperidine-1-carboxylate